CC1(C2CCC(C1C2)(C)O)C pinanol